NC1=C(C=C(C=C1)F)NC(CCCCCCN1N=NC(=C1)C1=CC=C(C=C1)O[C@H]1O[C@@H]([C@H]([C@@H]([C@H]1O)O)O)CO)=O N-(2-amino-5-fluorophenyl)-7-(4-(4-(((2R,3R,4S,5S,6R)-3,4,5-trihydroxy-6-(hydroxymethyl)tetrahydro-2H-pyran-2-yl)oxy)phenyl)-1H-1,2,3-triazol-1-yl)heptanamide